O1CCC(CC1)NC(=O)N (tetrahydro-2H-pyran-4-yl)urea